N-tertiary butyl-sulfamic acid C(C)(C)(C)NS(O)(=O)=O